BrC1=C2C=CC(=NC2=NC(=C1)Br)N 5,7-dibromo-1,8-naphthyridin-2-amine